BrC1=NN(C(=N1)Br)C1=CC=NC=C1 4-(3,5-dibromo-1,2,4-triazol-1-yl)pyridine